3-(2-((4-((R)-N-(tert-butoxycarbonyl)cyclopropanesulfonimidoyl)-2-fluorophenyl)amino)pyrimidin-5-yl)cyclopentyl (1-methylcyclopropyl)carbamate CC1(CC1)NC(OC1CC(CC1)C=1C=NC(=NC1)NC1=C(C=C(C=C1)[S@@](=O)(=NC(=O)OC(C)(C)C)C1CC1)F)=O